(S)-3-(isoquinolin-4-yl)-2-oxo-1-((1r,4R)-4-(trifluoromethyl)cyclohexyl)imidazolidine-4-carbonitrile C1=NC=C(C2=CC=CC=C12)N1C(N(C[C@H]1C#N)C1CCC(CC1)C(F)(F)F)=O